ClC1=CC(=C(C=C1)[C@@H]1OC2=C(C=CC=C2C=C1)C1CCN(CC1)CC1N(C2=C(N1)C=C(C=C2)C(=O)O)C[C@@H](O)CC)F 2-((4-((R)-2-(4-chloro-2-fluorophenyl)-2H-chromen-8-yl)piperidin-1-yl)methyl)-3-(((S)-oxabutan-2-yl)methyl)-1H-benzo[d]imidazole-6-carboxylic acid